C(C1=CC=CC=C1)OC(=O)N1CCC(CC1)CC=O.C(C(C)C)NC1=C2C(=NC(=C1)NC1=CC=C(C3=C1OCCO3)C(=O)N3CCOCC3)NC=C2C(F)(F)F (8-((4-(isobutylamino)-3-(trifluoromethyl)-1H-pyrrolo[2,3-b]pyridin-6-yl)amino)-2,3-dihydrobenzo[b][1,4]dioxin-5-yl)(morpholino)methanone benzyl-4-(2-oxoethyl)piperidine-1-carboxylate